N1(CCC1)CCC1=C(C=CC2=CC=CC=C12)O 1-(2-(azetidin-1-yl)ethyl)naphthalen-2-ol